C1=CC=CC=2C3=CC=CC=C3C(C12)COC(=O)N[C@H](C(=O)O)CCCCC(F)F (S)-2-(((9H-fluoren-9-yl)methoxy)carbonylamino)-7,7-difluoroheptanoic acid